9-(4-bromophenyl)-10-[(dimethylamino)methyl]-N-(4-methoxyphenyl)-1,6-diazabicyclo[6.2.0]dec-3-ene-6-carboxamide BrC1=CC=C(C=C1)C1C2CN(CC=CCN2C1CN(C)C)C(=O)NC1=CC=C(C=C1)OC